C1(C=CC=C1)[Zr+2]C1C=CC=C1 bis(cyclopentadienyl)zirconium (IV)